ClC=1C=CC2=C(C(=C(S2)S(=O)(=O)NC=2SC(=CN2)C(=O)O)C)C1 2-{[(5-chloro-3-methyl-1-benzothiophen-2-yl)sulfonyl]amino}-1,3-thiazole-5-carboxylic acid